(R)-6-(3-(((tert-butyldiphenylsilyl)oxy)methyl)pyrrolidin-1-yl)-1-methyl-1,3-dihydro-2H-benzo[d]imidazol-2-one [Si](C1=CC=CC=C1)(C1=CC=CC=C1)(C(C)(C)C)OC[C@H]1CN(CC1)C=1C=CC2=C(N(C(N2)=O)C)C1